4-[4-(ethylamino)-1-piperidyl]-N-[8-fluoro-2-(methoxymethyl)imidazo[1,2-a]pyridin-6-yl]-2-methyl-indazole-7-carboxamide C(C)NC1CCN(CC1)C=1C2=CN(N=C2C(=CC1)C(=O)NC=1C=C(C=2N(C1)C=C(N2)COC)F)C